1-[3-[4-(7-anilino-4-methoxy-thieno[3,2-c]pyridine-6-yl)pyrazol-1-yl]azetidin-1-yl]prop-2-en-1-one N(C1=CC=CC=C1)C=1C2=C(C(=NC1C=1C=NN(C1)C1CN(C1)C(C=C)=O)OC)C=CS2